(R)-2-(4-(3-(5-(trifluoromethyl)pyridin-2-yloxy)pyrrolidin-1-yl)biphenyl-3-yloxy)acetic acid ethyl ester C(C)OC(COC=1C=C(C=CC1N1C[C@@H](CC1)OC1=NC=C(C=C1)C(F)(F)F)C1=CC=CC=C1)=O